(2R)-4-[2-[[4-[5-[tert-butyl(dimethyl)silyl]oxy-1-tetrahydropyran-2-yl-indazol-3-yl]thiazol-2-yl]methoxy]ethoxy]butan-2-ol [Si](C)(C)(C(C)(C)C)OC=1C=C2C(=NN(C2=CC1)C1OCCCC1)C=1N=C(SC1)COCCOCC[C@@H](C)O